3-(3-chlorophenyl)-8-methyl-[1,2,4]triazolo[4,3-a]pyrazine ClC=1C=C(C=CC1)C1=NN=C2N1C=CN=C2C